NCCNCCNCCNCCN tetraethylenepenta-amine